1-((2R)-5-(3-chloro-4-fluorophenyl)-2-methylpiperazin-1-yl)-2-methylpropan-1-one ClC=1C=C(C=CC1F)C1NC[C@H](N(C1)C(C(C)C)=O)C